[NH4+].FC=1C=C(C(=O)NCC2CCC(CC2)N2N=C3C=C(C=CC3=C2)F)C=C(C1O)F 3,5-Difluoro-N-{[(1r,4r)-4-(6-fluoro-2H-indazol-2-yl)cyclohexyl]methyl}-4-hydroxybenzamide, ammonium salt